5-(3-Phenylpropyl)-1H-pyrrole-2-carboxamide C1(=CC=CC=C1)CCCC1=CC=C(N1)C(=O)N